2-amino-1-(3-chloro-4-fluorophenyl)ethanone hydrochloride Cl.NCC(=O)C1=CC(=C(C=C1)F)Cl